C1(C=CC(N1CCCOC=1C=C(C=CC1Br)N1C(=NOC1)C1=NC=C(C=N1)OC)=O)=O 4-(3-(3-maleimidopropoxy)-4-bromophenyl)-3-(5-methoxy-2-pyrimidinyl)-1,2,4-oxadiazol